methyl 5-bromo-1-((1-(tert-butoxycarbonyl) azetidin-3-yl) methyl)-1H-indazole-3-carboxylate BrC=1C=C2C(=NN(C2=CC1)CC1CN(C1)C(=O)OC(C)(C)C)C(=O)OC